5-(3-aminopyrrolidin-1-yl)-6-methylpyrazin NC1CN(CC1)C=1N=CC=NC1C